(3R,4R)-4-(4-(4-(dimethoxymethyl)piperidin-1-yl)phenyl)-3',4'-dihydro-2'H-spiro[isochromane-3,1'-naphthalen]-7-ol COC(C1CCN(CC1)C1=CC=C(C=C1)[C@@H]1C2=CC=C(C=C2CO[C@]12CCCC1=CC=CC=C21)O)OC